COC(=O)C1=CC2=C(C=N1)N=CN2C2=NC1=C(N2C2CC2)C=C(C(=C1)F)F 1-(1-cyclopropyl-5,6-difluoro-1H-benzo[d]imidazol-2-yl)-1H-imidazo[4,5-c]pyridine-6-carboxylic acid methyl ester